2-(((2R,3R,4S,5R)-5-(6-amino-2-chloro-9H-purin-9-yl)-4-fluoro-3-hydroxytetrahydro-furan-2-yl)methoxy)-2-((2-carboxythiazol-5-yl)methyl)malonic acid NC1=C2N=CN(C2=NC(=N1)Cl)[C@H]1[C@H]([C@@H]([C@H](O1)COC(C(=O)O)(C(=O)O)CC1=CN=C(S1)C(=O)O)O)F